tert-butyl 4-(4-hydroxy-2-(3-(trifluoromethyl)phenyl)-butyl)piperidine-1-carboxylate OCCC(CC1CCN(CC1)C(=O)OC(C)(C)C)C1=CC(=CC=C1)C(F)(F)F